C(C1=CC=CC=C1)OC1=CC=C2C3=C(C(OC2=C1)=O)C=C(C=C3)NC(CN3CCOCC3)=O N-(3-(benzyloxy)-6-oxo-6H-benzo[c]chromen-8-yl)-2-morpholinoacetamide